2-methyl-6-((1-methyl-1H-indol-5-yl)amino)-1-(6-(piperidin-4-yloxy)pyridin-2-yl)-1,2-dihydro-3H-pyrazolo[3,4-d]pyrimidin-3-one CN1N(C2=NC(=NC=C2C1=O)NC=1C=C2C=CN(C2=CC1)C)C1=NC(=CC=C1)OC1CCNCC1